CC1=C(C=C(C=C1)C1=NOC(=N1)C(O)C1=CC=CC=C1)[N+](=O)[O-] (3-(4-methyl-3-nitrophenyl)-1,2,4-oxadiazol-5-yl)(phenyl)methanol